C(C=C)(=O)OC1C2C3C4C=CC(C3C(C1)C2)C4 9-tetracyclo[6.2.1.13,6.02,7]Dodec-4-enyl acrylate